ClC1=CC(=C(C=C1)S(=O)(=O)NC=1C(=C(C(=CC1)F)C=1C=C2C=NC(=NC2=CC1)NC(C(C)(C)C)=O)F)C(F)(F)F N-(6-(3-(4-chloro-2-(trifluoromethyl)phenylsulfonamido)-2,6-difluorophenyl)quinazolin-2-yl)pivalamide